[Br-].C(C)(=O)NC1=CC=C(C=C1)CC[N+](C)(C)C 2-(4-acetamidophenyl)-N,N,N-trimethyl-ethyl-ammonium bromide